ClC1=C(C=CC=C1Cl)C1(CNC1)NC1=CC=C2C=CN(C(C2=C1)=O)C 7-((3-(2,3-dichlorophenyl)azetidin-3-yl)amino)-2-methylisoquinolin-1(2H)-one